1,5-diazapyrene N1=CC=C2C=NC3=CC=CC4=CC=C1C2=C34